COC(CNC(=O)C1CCNCC1)C(C)C N-(2-methoxy-3-methylbutyl)piperidine-4-carboxamide